8-acetyl-3,6-dimethyl-2-(tetrahydro-2H-pyran-4-yl)quinoline-4-carbonitrile C(C)(=O)C=1C=C(C=C2C(=C(C(=NC12)C1CCOCC1)C)C#N)C